ClC=1C(=NC(=NC1)NC1=C(C=C(C=C1)N1CCC(CC1)NCCCCCCCSC=1C=C2CN(C(C2=CC1)=O)C1C(NC(CC1)=O)=O)OC)NC1=C(C=CC=C1)P(=O)(OC)OC 3-(5-((7-((1-(4-((5-chloro-4-((2-(dimethylphosphono)phenyl)amino)pyrimidin-2-yl)amino)-3-methoxyphenyl)piperidin-4-yl)amino)heptyl)thio)-1-oxoisoindolin-2-yl)piperidine-2,6-dione